C(C)N(C(CC=1C=C2C=C(NC2=C(C1)NC1CCOCC1)C1=CC=CC=C1)=O)CC N,N-diethyl-2-(2-phenyl-7-((tetrahydro-2H-pyran-4-yl)amino)-1H-indol-5-yl)acetamide